C(C1=CC=CC=C1)N1CC2(C(C2C1)CC#N)Br 2-(3-benzyl-1-bromo-3-azabicyclo[3.1.0]hexane-6-yl)acetonitrile